2-(1-(2-methoxyphenyl)cyclobutyl)-2-oxoacetic acid COC1=C(C=CC=C1)C1(CCC1)C(C(=O)O)=O